ClC1=CC=C(C(=N1)F)[C@H]1OC[C@@H](C1)F 6-chloro-2-fluoro-3-[(2S,4R)-4-fluorotetrahydrofuran-2-yl]pyridine